2,3,6,7-tetrahydro-11-oxo-1H,5H,11H-[1]benzopyrano[6,7,8-ij]quinolizine-10-carboxylic acid O=C1OC=2C(C=C1C(=O)O)=CC=1CCCN3CCCC2C13